2,7-dichloro-5H-thiazolo[5',4':5,6]pyrano[4,3-b]pyridine ClC=1SC2=C(OCC=3C2=NC=C(C3)Cl)N1